ClC1=C(C=C(OC=2C=C(C=CC2)N(C[C@H](C(F)(F)F)O)CC2=CC(=CC=C2)OC(C(F)F)(F)F)C=C1)CC (2R)-3-{[3-(4-chloro-3-ethyl-phenoxy)-phenyl]-[[3-(1,1,2,2-tetrafluoro-ethoxy)-phenyl]-methyl]-amino}-1,1,1-trifluoro-2-propanol